C(#N)C1=CC=C(CNC(=O)C2=CC=3C(=C(N=NC3)OCC3(CC3)S(N(C)CC)(=O)=O)N(C2=O)C)C=C1 N-(4-cyanobenzyl)-8-((1-(N-ethyl-N-methylsulfamoyl)cyclopropyl)methoxy)-1-methyl-2-oxo-1,2-dihydropyrido[2,3-d]pyridazine-3-carboxamide